2-[6-methyl-8-(1-methylethyl)bicyclo[2.2.2]oct-5-en-2-yl]-1,3-dioxolane CC1=CC2CC(C1CC2C(C)C)C2OCCO2